R-Chloromandelic acid Cl[C@](C(=O)O)(O)C1=CC=CC=C1